{2-[9-(5-fluoro-pyridin-2-yl)-6-oxa-spiro[4.5]decan-9-yl]-ethyl}-((3-difluoromethoxythiophen-2-yl)-methyl)-amine FC=1C=CC(=NC1)C1(CCOC2(CCCC2)C1)CCNCC=1SC=CC1OC(F)F